Z-butyl 4-(3-aminophenoxy)piperidine-1-carboxylate NC=1C=C(OC2CCN(CC2)C(=O)OCCCC)C=CC1